COC(=O)C1(CCC2(C(CC3=CC=CC=C23)C[C@H](C=O)C)CC1)NC1=CC(=CC=C1)Cl (1R,4R)-4-(3-Chloroanilino)-2'-[(2R)-2-methyl-3-oxopropyl]-2',3'-dihydrospiro[cyclohexane-1,1'-indene]-4-carboxylic acid methyl ester